CN1N=C(C(=C1)[N+](=O)[O-])CCCC(=O)O 4-(1-methyl-4-nitro-1H-pyrazol-3-yl)butanoic acid